(S)-9-(2-chloro-4-((4,6-dimethylpyridin-2-yl)oxy)benzoyl)-2-(methoxymethyl)-2-methyl-1,2,4,7-tetrahydro-3H-pyrrolo[3',2':5,6]pyrido[3,4-b]pyrazin-3-one ClC1=C(C(=O)C2=CNC3=C2C2=C(NC([C@](N2)(C)COC)=O)C=N3)C=CC(=C1)OC1=NC(=CC(=C1)C)C